2,3-diethyl-4-isobutoxyphenol C(C)C1=C(C=CC(=C1CC)OCC(C)C)O